7-fluoro-1,3-dihydro-5-(1H-pyrrol-2-yl)-2H-1,4-benzodiazepine-2-one FC=1C=CC2=C(C(=NCC(N2)=O)C=2NC=CC2)C1